4-[(3S)-Isoxazolidin-3-yl]thiophene-2-carbonitrile TFA salt Tert-butyl-(3S)-3-(5-cyano-3-thienyl)isoxazolidine-2-carboxylate C(C)(C)(C)OC(=O)N1OCC[C@H]1C1=CSC(=C1)C#N.OC(=O)C(F)(F)F.O1N[C@@H](CC1)C=1C=C(SC1)C#N